5-chloro-2-fluorobenzeneacetonitrile ClC=1C=CC(=C(C1)CC#N)F